N-cyclopropyl-N-(2,2,2-trifluoroethyl)piperidin-4-amine hydrochloride salt Cl.C1(CC1)N(C1CCNCC1)CC(F)(F)F